6-[4-(3-[[(R,2R)-2-[[6-oxo-5-(trifluoromethyl)-1,6-dihydropyridazin-4-yl]oxy]cyclopentyl]oxy]propanoyl)piperazin-1-yl]pyridine-3-carbonitrile O=C1C(=C(C=NN1)O[C@H]1[C@@H](CCC1)OCCC(=O)N1CCN(CC1)C1=CC=C(C=N1)C#N)C(F)(F)F